C[C@H]1N(CCN(C1)C1=NC=C(N=C1)C(F)(F)F)C(=O)OC1(CC2(CN(C2)CC2=CC=CC=C2)C1)C(F)F 2-benzyl-6-(difluoromethyl)-2-azaspiro[3.3]heptan-6-yl (2R)-2-methyl-4-[5-(trifluoromethyl)pyrazin-2-yl]piperazine-1-carboxylate